2-(((6-(4-((2-(4-fluorophenoxy)ethyl)sulfonamido)-3-methylisoxazol-5-yl)-2-methylpyridin-3-yl)oxy)methyl)cyclohexane-1-carboxylic acid FC1=CC=C(OCCS(=O)(=O)NC=2C(=NOC2C2=CC=C(C(=N2)C)OCC2C(CCCC2)C(=O)O)C)C=C1